BrC1=C(N=NC(=C1)C1=C(C=CC(=C1)Cl)F)SCCO[Si](C)(C)C(C)(C)C 4-bromo-3-({2-[(tert-butyldimethylsilyl)oxy]ethyl}sulfanyl)-6-(5-chloro-2-fluorophenyl)pyridazine